2-{[[1-(3-bromo-1H-pyrazolo[3,4-d]pyrimidin-4-yl)piperidin-4-yl](4-chlorophenyl)methyl]oxy}-N,N-dimethylethanamine BrC1=NNC2=NC=NC(=C21)N2CCC(CC2)C(OCCN(C)C)C2=CC=C(C=C2)Cl